2-(perfluorotetradecyl)ethanol ethyl-(2E)-3-(7-cyano-1,4-dimethyl-1H-benzotriazol-5-yl)prop-2-enoate C(C)/C(/C(=O)OCCC(C(C(C(C(C(C(C(C(C(C(C(C(C(F)(F)F)(F)F)(F)F)(F)F)(F)F)(F)F)(F)F)(F)F)(F)F)(F)F)(F)F)(F)F)(F)F)(F)F)=C\C1=C(C2=C(N(N=N2)C)C(=C1)C#N)C